1-[4-[[3-[4-(difluoromethoxy)-3-fluoro-phenyl]imidazo[1,2-a]pyrazin-8-yl]amino]-2-methyl-phenyl]pyrrolidin-2-one FC(OC1=C(C=C(C=C1)C1=CN=C2N1C=CN=C2NC2=CC(=C(C=C2)N2C(CCC2)=O)C)F)F